C1(=CC=CC=C1)C(=C)C1=CC=C(C=C1)C1=NN(C2=C1C=NC=C2)[C@@H]2CN(CCC2)C(C=C)=O (S)-1-(3-(3-(4-(1-phenylvinyl)phenyl)-1H-pyrazolo[4,3-c]pyridin-1-yl)piperidin-1-yl)prop-2-en-1-one